12-(Propan-2-yl)-12-azatricyclo[6.3.1.02,7]dodeca-2,4,6-triene CC(C)N1C2C3=CC=CC=C3C1CCC2